N-(5-(((3-cyano-6-(1-methyl-1H-pyrazol-4-yl)pyrazolo[1,5-a]pyridin-4-yl)oxy)methyl)-2-fluorophenyl)acrylamide C(#N)C=1C=NN2C1C(=CC(=C2)C=2C=NN(C2)C)OCC=2C=CC(=C(C2)NC(C=C)=O)F